7-(3,5-Dimethylisoxazol-4-yl)-2-methyl-4-pyridin-2-yl-4,5-dihydroimidazo[1,5,4-de][1,4]benzoxazine CC1=NOC(=C1C1=CC=C2C=3N(C(COC31)C3=NC=CC=C3)C(=N2)C)C